2-methyl-[1,3]oxazolo[5,4-c]pyridine CC=1OC=2C=NC=CC2N1